C[C@@H]1CN(CCO1)CC1=CC(=C2CNC(C2=C1)=O)C(F)(F)F 6-(((R)-2-methylmorpholinyl)methyl)-4-(trifluoromethyl)isoindolin-1-one